1-[4-acetyl-2-(2-chlorophenyl)phenyl]sulfonyl-4-fluoro-piperidine-4-carboxylic acid C(C)(=O)C1=CC(=C(C=C1)S(=O)(=O)N1CCC(CC1)(C(=O)O)F)C1=C(C=CC=C1)Cl